(2-(6-(4,4-difluoropiperidin-1-yl)pyridin-3-ylamino)-5-methylpyrimidin-4-ylamino)benzo[d]oxazol-2(3H)-one FC1(CCN(CC1)C1=CC=C(C=N1)NC1=NC=C(C(=N1)NN1C(OC2=C1C=CC=C2)=O)C)F